(2S)-1-[2-[(3R)-3-[(3-methoxy-5-quinolinyl)amino]pyrrolidin-1-yl]acetyl]pyrrolidine-2-carbonitrile COC=1C=NC2=CC=CC(=C2C1)N[C@H]1CN(CC1)CC(=O)N1[C@@H](CCC1)C#N